N[C@]1(CCCN2C(COC3=CC=CC=C3C3CCC(OC[C@@H]12)CC3)=O)CO |o1:1,21| Rel-(1s,15S,16R,19s)-15-amino-15-(hydroxymethyl)-8,18-dioxa-11-azatetracyclo[17.2.2.02,7.011,16]tricosa-2,4,6-trien-10-one